Lithium-iron sulfide [Fe]=S.[Li]